N-(β-methoxyethyl)-p-phenylenediamine COCCNC1=CC=C(C=C1)N